1,3-Bishydroxybutyl-1,1,3,3-tetramethyldisiloxane OC(CC(C)O)[Si](O[SiH](C)C)(C)C